NC1=C(C=CC(=C1)OC(F)(F)F)C(=O)N1CCC(CC1)C1=C2C(=NC=C1)NC(=N2)C2CC(OCC2)(C)C [2-amino-4-(trifluoromethoxy)phenyl]-[4-[2-(2,2-dimethyltetrahydropyran-4-yl)-3H-imidazo[4,5-b]pyridin-7-yl]-1-piperidyl]methanone